C(C)(C)(C)OC(=O)N1CCC(CC1)(O)C=1C=NC(=CC1)Br 4-(6-bromopyridin-3-yl)-4-hydroxypiperidine-1-carboxylic acid tert-butyl ester